Pyridin-3-ylmethyl (2-((S)-1-(2,3-difluorobenzyl)-5-oxopyrrolidin-2-yl)acetyl)-L-valinate FC1=C(CN2[C@@H](CCC2=O)CC(=O)N[C@@H](C(C)C)C(=O)OCC=2C=NC=CC2)C=CC=C1F